C(CCCCCCCCCCCCC)[SiH]1O[SiH2]O[SiH2]O[SiH2]O[SiH2]O[SiH2]O[SiH2]O1 Tetradecylcycloheptasiloxane